propane-2-sulfonic acid (1-{2-[4-(benzothiazol-2-yloxy)-phenoxy]-ethyl}-piperidine-4-carbonyl)-amide S1C(=NC2=C1C=CC=C2)OC2=CC=C(OCCN1CCC(CC1)C(=O)NS(=O)(=O)C(C)C)C=C2